6-(3-acetylpyrazin-2-yl)pyridine-3-carbonitrile C(C)(=O)C=1C(=NC=CN1)C1=CC=C(C=N1)C#N